5-(6-(bis(2-(tert-butoxy)-2-oxoethyl)amino)-1,4-bis(2-tert-butoxy-2-oxoethyl)-1,4-diazepan-6-yl)pentanoic acid C(C)(C)(C)OC(CN(C1(CN(CCN(C1)CC(=O)OC(C)(C)C)CC(OC(C)(C)C)=O)CCCCC(=O)O)CC(OC(C)(C)C)=O)=O